C(N)(OC(C)(CCC(C(C)C)N1CC2(C1)CN(CC2)C=2N=CN=NC2OC2=C(C=C(C=C2)F)C(N(C(C)C)CC)=O)C)=O (5-(6-(6-(2-(ethyl (isopropyl) carbamoyl)-4-fluorophenoxy)-1,2,4-triazin-5-yl)-2,6-diazaspiro[3.4]oct-2-yl)-2,6-dimethylhept-2-yl) carbamate